(1S,2R,3R,5R)-3-{2,6-diazaspiro[4.5]decan-6-ylmethyl}-5-[4-(methylamino)pyrrolo[2,3-d]pyrimidin-7-yl]cyclopentane-1,2-diol C1NCCC12N(CCCC2)C[C@@H]2[C@H]([C@H]([C@@H](C2)N2C=CC1=C2N=CN=C1NC)O)O